(S)-5-benzyl-N-(1,4-dimethyl-5-oxo-4,5,6,7-tetrahydro-1H-pyrazolo[3,4-b][1,4]oxazepin-6-yl)-4H-1,2,4-triazole-3-carboxamide C(C1=CC=CC=C1)C=1NC(=NN1)C(=O)N[C@@H]1C(N(C2=C(OC1)N(N=C2)C)C)=O